bis(2-ethylhexyl)sodium sulfosuccinate CCCCC(CC)COC(=O)CC(C(=O)OCC(CC)CCCC)S(=O)(=O)[O-].[Na+]